C(C)(=O)N[C@H](CO)[C@@H](O)[C@H](O)[C@H](O)CO 2-acetamido-2-deoxy-D-mannitol